1-(5-(trifluoromethyl)pyridin-3-yl)cyclopropanecarboximidamide FC(C=1C=C(C=NC1)C1(CC1)C(N)=N)(F)F